bis(dicyclohexylphosphino)ethane C1CCC(CC1)P(CCP(C2CCCCC2)C3CCCCC3)C4CCCCC4